C1(CCCCC)C(=O)OC1=O hexanedicarboxylic acid anhydride